OC=1C(=CC2=C(N(C([C@H]3N(C2=O)CCCC3)OC3OCCCC3)C(=O)OCC=C)C1)OC allyl (6aS)-3-hydroxy-2-methoxy-12-oxo-6-((tetrahydro-2H-pyran-2-yl)oxy)-6,6a,7,8,9,10-hexahydrobenzo[e]pyrido[1,2-a][1,4]diazepine-5(12H)-carboxylate